C[C@H]1CN(C[C@H](O1)C)C1=CC(=NC=N1)C1=NNC2=C1C(=NC=C2)NC2C[C@H](O[C@H](C2)C)C 3-(6-((2S,6R)-2,6-dimethylmorpholinyl)pyrimidin-4-yl)-N-((2R,4S,6S)-2,6-dimethyltetrahydro-2H-pyran-4-yl)-1H-pyrazolo[4,3-c]pyridin-4-amine